N1(N=CC=C1)C1=CC=C(CN(C2=CC(=NC=C2)OCCOCCOC2=CC(=CC=C2)OC)CC2=CC(=CC=C2)OC)C=C1 N-(4-(1H-pyrazol-1-yl)benzyl)-N-(3-methoxybenzyl)-2-(2-(2-(3-methoxyphenoxy)ethoxy)ethoxy)pyridin-4-amine